N-((2-(6-(methyl(tetrahydro-2H-pyran-4-yl)amino)pyridin-2-yl)-1,6-naphthyridin-7-yl)methyl)-5-(methylsulfonyl)nicotinamide CN(C1=CC=CC(=N1)C1=NC2=CC(=NC=C2C=C1)CNC(C1=CN=CC(=C1)S(=O)(=O)C)=O)C1CCOCC1